4-(7-chloro-1H-pyrrolo[3,2-c]pyridin-4-yl)-N-(cis-4-hydroxy-4-methylcyclohexyl)benzamide ClC=1C2=C(C(=NC1)C1=CC=C(C(=O)NC3CCC(CC3)(C)O)C=C1)C=CN2